BrC1=CC2=C(NC3=C(O2)C=C(C=N3)Br)N=C1 3,7-dibromo-10H-dipyrido[3,2-b:2',3'-e][1,4]oxazine